BrC1=CC=C(S1)S(=O)(=O)N(C(C(F)(F)F)C1=CC=C(C=C1)F)CC 5-bromo-N-ethyl-N-(2,2,2-trifluoro-1-(4-fluorophenyl)ethyl)thiophene-2-sulfonamide